C1S(NCC12CN(CCC2)C(=O)OCC2=CC=CC=C2)(=O)=O benzyl 2-thia-3,7-diazaspiro[4.5]decane-7-carboxylate 2,2-dioxide